4-[4-[8-chloro-7-[2-methyl-3-(2-trimethylsilylethoxymethyl)benzimidazol-5-yl]oxy-quinoxalin-2-yl]pyrazol-1-yl]-4-methyl-cyclohexanone ClC=1C(=CC=C2N=CC(=NC12)C=1C=NN(C1)C1(CCC(CC1)=O)C)OC1=CC2=C(N=C(N2COCC[Si](C)(C)C)C)C=C1